6,7-dimethyl-N-methylquinoxalinone CC=1C=C2N=CC(N(C2=CC1C)C)=O